1-(4-(3-(4-(trifluoromethyl)piperidin-1-carbonyl)pyrazin-2-yl)piperazin-1-yl)prop-2-en-1-one FC(C1CCN(CC1)C(=O)C=1C(=NC=CN1)N1CCN(CC1)C(C=C)=O)(F)F